C(C1=CC=CC=C1)C=1N(C=2C(=C3CC[C@@H](N(C3=CC2)C(=O)OC)C)N1)[C@H]1C[C@@H](CCC1)CN1CCNCC1 methyl (7S)-2-benzyl-7-methyl-3-[(1R,3R)-3-(piperazin-1-ylmethyl)cyclohexyl]-8,9-dihydro-7H-imidazo[4,5-f]quinoline-6-carboxylate